dichloro(p-isopropyl-toluene) osmium (II) [Os+2].ClC(C1=CC=C(C=C1)C(C)C)Cl